O=C1NC(CC[C@H]1N1CC=2C(N(C=CC2C1=O)C1CC2(CNC2)C1)=O)=O (R)-2-(2,6-dioxopiperidin-3-yl)-5-(2-azaspiro[3.3]heptan-6-yl)-3,5-dihydro-1H-pyrrolo[3,4-c]pyridine-1,4(2H)-dione